4-(difluoromethyl)-N-[4-fluoro-5-[3-fluoro-4-(methylcarbamoyl)phenyl]-2-[(3R)-3,4-dimethylpiperazin-1-yl]phenyl]-6-oxo-1H-pyridine-3-carboxamide FC(C=1C(=CNC(C1)=O)C(=O)NC1=C(C=C(C(=C1)C1=CC(=C(C=C1)C(NC)=O)F)F)N1C[C@H](N(CC1)C)C)F